tert-butyl (2R)-2-[[7-(2-methoxy-4,6-dimethyl-phenyl)-1,8-naphthyridin-2-yl]methyl]pyrrolidine-1-carboxylate COC1=C(C(=CC(=C1)C)C)C1=CC=C2C=CC(=NC2=N1)C[C@@H]1N(CCC1)C(=O)OC(C)(C)C